C1(CCCCC1)C1(C(C2=CC=C(C=C2CC1)OC)=O)C 2-cyclohexyl-6-methoxy-2-methyl-3,4-dihydronaphthalen-1(2H)-one